1-(2,2-difluoroethyl)-3-methoxy-6-(2-(2-(trifluoromethyl)pyridin-4-yl)-2,6-diazaspiro[3.4]octan-6-yl)-1H-pyrazolo[3,4-b]pyrazine FC(CN1N=C(C=2C1=NC(=CN2)N2CC1(CN(C1)C1=CC(=NC=C1)C(F)(F)F)CC2)OC)F